cis-5-Dodecenyl acetate C(C)(=O)OCCCC\C=C/CCCCCC